(4-((5-amino-2-((4-fluorobenzyl)oxy)benzyl)oxy)-3,5-dichlorophenyl)propionic acid NC=1C=CC(=C(COC2=C(C=C(C=C2Cl)C(C(=O)O)C)Cl)C1)OCC1=CC=C(C=C1)F